[6-[[2-(2,2,2-trifluoroethyl)-5-(trifluoromethyl)pyrazol-3-yl]methyl]-2-azaspiro[3.3]heptan-2-yl]-[6-[3-(trifluoromethyl)-1,2,4-triazol-1-yl]-2-azaspiro[3.3]heptan-2-yl]methanone FC(CN1N=C(C=C1CC1CC2(CN(C2)C(=O)N2CC3(C2)CC(C3)N3N=C(N=C3)C(F)(F)F)C1)C(F)(F)F)(F)F